(E)-3-bromo-N-(4-chloro-2-(3-(isopropylamino)-3-oxoprop-1-en-1-yl)-6-methylphenyl)-1-(3-chloropyridin-2-yl)-1H-pyrazole-5-carboxamide BrC1=NN(C(=C1)C(=O)NC1=C(C=C(C=C1C)Cl)\C=C\C(=O)NC(C)C)C1=NC=CC=C1Cl